hydrogen sulfate, sodium salt [Na+].S(=O)(=O)(O)[O-]